CN1[C@H](CCC1)CC1=CNC2=CC=CC(=C12)OC(CCCCCCC\C=C/C\C=C/CCCCC)=O.ClC=1C=C(C=CC1)C1=CN=CO1 5-(3-chlorophenyl)oxazole 3-(((R)-1-methylpyrrolidin-2-yl)methyl)-1H-indol-4-yl-(9Z,12Z)-octadeca-9,12-dienoate